C(C)(C)(C)OC(=O)N1C[C@H]([C@@H](CC1)NC1=NC=CN=C1CC1=CC=C(C=C1)F)F trans-3-fluoro-4-((3-(4-fluorobenzyl)pyrazin-2-yl)amino)piperidine-1-carboxylic acid tert-butyl ester